dibenzoyl-dibenzosilol C(C1=CC=CC=C1)(=O)C1=C(C2=C([SiH2]C3=C2C=CC=C3)C=C1)C(C1=CC=CC=C1)=O